(8-(5,6-Dihydro-[1,2,4]triazolo[4,3-a]pyrazin-7(8H)-yl)-2,3-dihydro-4H-pyrido[4,3-b][1,4]oxazin-4-yl)(1-(3-fluorobenzyl)azetidin-3-yl)methanone N=1N=CN2C1CN(CC2)C2=CN=CC1=C2OCCN1C(=O)C1CN(C1)CC1=CC(=CC=C1)F